C(C)(C)(C)OC(=O)N1C2CN(CC1CC2)C=2C=1N(N=CC2)C=C(C1)C1=CN=NC(=C1)OC 3-(6-(6-Methoxypyridazin-4-yl)pyrrolo[1,2-b]pyridazin-4-yl)-3,8-diazabicyclo[3.2.1]octane-8-carboxylic acid tert-butyl ester